alpha-amino-3-hydroxy-5-methyl-4-isoxazolepropionic acid NC(C(=O)O)CC=1C(=NOC1C)O